CN(C)C N,N,N-trimethylamine